ClC=1C=C2C(CC(OC2=CC1)C(=O)NC1CCC(CC1)N1C(N(CC1)C1=NC=C(N=C1)C(F)F)=O)=O 6-chloro-N-((1r,4r)-4-(3-(5-(difluoromethyl)pyrazin-2-yl)-2-oxoimidazolidin-1-yl)cyclohexyl)-4-oxochroman-2-carboxamide